CC1=CC=C(C=C1)S(=O)(=O)OCC12COC(CC1)CC2 2-oxabicyclo[2.2.2]octan-4-ylmethyl 4-methylbenzenesulfonate